BrC1=CC(=C(C=C1)C(F)(F)F)OC 1-bromo-3-methoxy-4-(trifluoromethyl)benzene